The molecule is an alpha-D-glucoside that is the 2-aminoethyl glycoside of a disaccharide consisting of a beta- and an alpha-D-glucosyl residue linked (1->4). It is a beta-D-glucoside and a disaccharide derivative. C(CO[C@@H]1[C@@H]([C@H]([C@@H]([C@H](O1)CO)O[C@H]2[C@@H]([C@H]([C@@H]([C@H](O2)CO)O)O)O)O)O)N